N1=C(C(=CC=C1)C(=O)O)C1=NC=CC=C1C(=O)O bipyridyl-3,3'-dicarboxylic acid